FC1=CC=CC=2N(C([C@H](CCN(C21)CCCO)NC2=C(C#N)C(=CC(=N2)C)C(F)(F)F)=O)C (S)-2-((7-fluoro-6-(3-hydroxypropyl)-1-methyl-2-oxo-1,2,3,4,5,6-hexahydrobenzo[b][1,4]diazocin-3-yl)amino)-6-methyl-4-(trifluoromethyl)nicotinonitrile